2-(6,7-dihydro-5H-pyrrolo[1,2-c]imidazol-1-yl)-2-[4-fluoro-1-oxo-6-(6-piperazin-1-yl-3-pyridinyl)isoindolin-2-yl]-N-thiazol-2-yl-acetamide C1(=C2N(C=N1)CCC2)C(C(=O)NC=2SC=CN2)N2C(C1=CC(=CC(=C1C2)F)C=2C=NC(=CC2)N2CCNCC2)=O